Tetrafluorononanol FC(C(O)(F)F)(CCCCCCC)F